NC(CCC(=O)NC(C1=CC=CC=C1)(C1=CC=CC=C1)C1=CC=CC=C1)C=1SC=C(N1)C1=CC=CC=C1 4-amino-4-(4-phenylthiazol-2-yl)-N-tritylbutanamide